CPC dimethylphosphine